OC(CN1CCC(CC1)C=1C=C2C(=C(NC2=CC1)C=1C=C(C(N(C1C)C)=O)C)C(C)C)(C)C 5-(5-(1-(2-hydroxy-2-methylpropyl)piperidin-4-yl)-3-isopropyl-1H-indol-2-yl)-1,3,6-trimethylpyridin-2(1H)-one